1-(2-(2,4-dimethyl-6-(2-(trifluoromethyl)benzyl)phenoxy)ethyl)-4-methylpiperazine CC1=C(OCCN2CCN(CC2)C)C(=CC(=C1)C)CC1=C(C=CC=C1)C(F)(F)F